C1(CC1)C=1N=C2SC(=NN2C1)N1CCC2(CC1)[C@@H](C1=CC=CC=C1C2)N[S@](=O)C(C)(C)C (R)-N-((S)-1'-(6-cyclopropylimidazo[2,1-b][1,3,4]thiadiazol-2-yl)-1,3-dihydrospiro[inden-2,4'-piperidin]-1-yl)-2-methylpropan-2-sulfinamide